C(C)(C)(C)OC(=O)C1COC2(C1N(C=1C=CC(=CC21)C(C)C)S(=O)(=O)C2=CC=C(C)C=C2)C(F)(F)F 7-isopropyl-4-p-toluenesulfonyl-8b-(trifluoromethyl)-3,3a,4,8b-tetrahydro-2H-furo[3,2-b]indole-3-carboxylic acid tert-butyl ester